tertbutyl (8-(3-(benzyloxy)-2,6-dimethylphenyl)-6-chloropyrido[3,4-d]pyrimidin-4-yl)(2,4-dimethoxybenzyl)carbamate C(C1=CC=CC=C1)OC=1C(=C(C(=CC1)C)C1=NC(=CC2=C1N=CN=C2N(C(OC(C)(C)C)=O)CC2=C(C=C(C=C2)OC)OC)Cl)C